FC1=CC=C(C=C1)CC(=O)NC1=NC=CC(=C1)C1=C(C2=NC=CC(=C2N1)N1CCN(CC1)C)C1=NC=CC=C1 2-(4-fluorophenyl)-N-{4-[7-(4-methylpiperazin-1-yl)-3-(pyridin-2-yl)-1H-pyrrolo[3,2-b]pyridin-2-yl]pyridin-2-yl}acetamide